5,5'-(10H-phenoxazine-2,8-diyl)-bis-(2-(trifluoromethyl)phenol) C1=C(C=CC=2OC3=CC=C(C=C3NC12)C=1C=CC(=C(C1)O)C(F)(F)F)C=1C=CC(=C(C1)O)C(F)(F)F